1-(2-oxaspiro[3.3]heptan-6-yl)-1H-1,2,3-triazol C1OCC12CC(C2)N2N=NC=C2